ClC1=C(C=C2C=C(N=CC2=C1)NC(=O)[C@@H]1[C@H](C1)C1=CC=NC=C1)C1CCN(CC1)[C@]1(COC[C@H]1O)C (1S,2S)-N-(7-chloro-6-(1-((3S,4S)-4-hydroxy-3-methyltetrahydrofuran-3-yl)piperidin-4-yl)isoquinolin-3-yl)-2-(pyridin-4-yl)cyclopropane-1-carboxamide